CN(C=1N=CC=C2C1N(C(=C2)C(=O)OCC)C)C ethyl 7-(dimethylamino)-1-methylpyrrolo[2,3-c]pyridine-2-carboxylate